4'-methoxy-2',3,7-trihydroxyisoflavone COC1=CC(=C(C2(COC3=CC(=CC=C3C2=O)O)O)C=C1)O